1-(6-methylpyridin-3-yl)-2-nitroethan-1-ol CC1=CC=C(C=N1)C(C[N+](=O)[O-])O